NC[C@H](CNS(=O)(=O)C=1C(=C(C(=CC1)N1CCC(CC1)CCN)C=1N=NNN1)S(=O)(=O)N)O (R)-N1-(3-amino-2-hydroxypropyl)-4-(4-(2-aminoethyl)piperidin-1-yl)-3-(2H-tetrazol-5-yl)benzene-1,2-disulfonamide